tert-butyl 1H-indol-6-ylcarbamate N1C=CC2=CC=C(C=C12)NC(OC(C)(C)C)=O